C(C1=CC=CC=C1)OC1=C(C=CC=C1F)N1C(C2(C1C1=C(C=C(C(=C1)F)Br)OC)CCOCC2)=O 2-[2-(benzyloxy)-3-fluorophenyl]-3-(4-bromo-5-fluoro-2-methoxyphenyl)-7-oxa-2-azaspiro[3.5]nonan-1-one